2-(2-(7-(((tert-butyldimethylsilyl)oxy)methyl)-4,5-dihydro-1H-benzo[d]azepin-3(2H)-yl)-2-oxoethyl)-6-(5-chloro-2-((oxan-4-yl)amino)pyrimidin-4-yl)isoindolin-1-one [Si](C)(C)(C(C)(C)C)OCC1=CC2=C(CCN(CC2)C(CN2C(C3=CC(=CC=C3C2)C2=NC(=NC=C2Cl)NC2CCOCC2)=O)=O)C=C1